trans-4-(2-(4-(benzo[b]thiophen-4-yl)piperazin-1-yl)ethyl)cyclohexane-1-amine S1C2=C(C=C1)C(=CC=C2)N2CCN(CC2)CC[C@@H]2CC[C@H](CC2)N